C(C)OC(C(F)(F)C1=CC(=CC=C1)OCCN(C)C(=O)OC(C)(C)C)=O.CC1(OB(OC1(C)C)C1=C(C=C(N)C=C1)C(F)(F)F)C 4-(4,4,5,5-tetramethyl-1,3,2-dioxaborolan-2-yl)-3-(trifluoromethyl)aniline Ethyl-2-(3-(2-(t-butoxycarbonyl-(methyl)amino)ethoxy)phenyl)-2,2-difluoroacetate